CC(C)(C)[Al](CC(C)C)CC(C)C (2-methyl-2-propyl)bis(2-methyl-1-propyl)aluminum